(S)-N-(2-(2-methoxy-3-methyl-phenyl)propan-2-yl)-2-(1-methylpyrrolidin-2-yl)acetamide COC1=C(C=CC=C1C)C(C)(C)NC(C[C@H]1N(CCC1)C)=O